4-(4-(3-Chlorobenzoyl)-3,4-dihydro-2H-pyrido[4,3-b][1,4]thiazin-8-yl)benzonitrile ClC=1C=C(C(=O)N2C3=C(SCC2)C(=CN=C3)C3=CC=C(C#N)C=C3)C=CC1